4-((3-(4-chlorophenyl)-2,4-dioxo-3,4-dihydroquinazolin-1(2H)-yl)methyl)-N-hydroxybenzamide ClC1=CC=C(C=C1)N1C(N(C2=CC=CC=C2C1=O)CC1=CC=C(C(=O)NO)C=C1)=O